[Na].OCC1=CC=C(C=C1)C1=CN=C2N1N=C(C=C2)C=2C=C(C=CC2)NC(C)=O N-[3-[3-[4-(hydroxymethyl)phenyl]imidazo[1,2-b]pyridazin-6-yl]phenyl]acetamide sodium